N1=C(C=CC=C1)C1=C(C2=CC=CC=C2C=C1)C1=CC=CC2=CC=CC=C12 pyridylbinaphthyl